FC(C=1N=CN(C1)C1=CC=C(C=C1)CO)(F)F [4-[4-(trifluoromethyl)imidazol-1-yl]phenyl]methanol